(2S)-2,6-diamino-N-(1-(benzo[d][1,3]dioxol-5-yl)-1-oxopropan-2-yl)-N-methylhexanamide N[C@H](C(=O)N(C)C(C(=O)C1=CC2=C(OCO2)C=C1)C)CCCCN